(S)-1-(4-fluorobenzyl)pyrrolidin-3-amine FC1=CC=C(CN2C[C@H](CC2)N)C=C1